(7SR)-2-(4-phenoxyphenyl)-7-[(3RS)-1-(prop-2-enoyl)piperidin-3-yl]-4,5,6,7-tetrahydro-2H-pyrazolo[4,3-b]pyridine-3-carboxamide O(C1=CC=CC=C1)C1=CC=C(C=C1)N1N=C2C(NCC[C@H]2[C@@H]2CN(CCC2)C(C=C)=O)=C1C(=O)N |r|